C(C)NCC1(CCN(CC1)C(=O)OC(C)(C)C)O tert-butyl 4-((ethylamino)methyl)-4-hydroxypiperidine-1-carboxylate